5-(3-(4-(2-(3-Bromophenyl)-5-((2-methylbut-3-yn-2-yl)oxy)pentan-2-yl)-1-methyl-1H-imidazol-2-yl)phenoxy)-6-fluoro-4-vinyl-1H-indole BrC=1C=C(C=CC1)C(C)(CCCOC(C)(C#C)C)C=1N=C(N(C1)C)C=1C=C(OC=2C(=C3C=CNC3=CC2F)C=C)C=CC1